ClC(F)(Cl)Cl trichlorofluoro-methane